[Ho].[Dy].[Tb] terbium-dysprosium-holmium